NC1=C2C(=NC=N1)N(N=C2C2=CC=C(C=C2)OC2=CC=CC=C2)[C@H]2CN(CCC2)C(=O)C=2C=NC=CC2 (R)-(3-(4-Amino-(4-phenoxyphenyl)-1H-pyrazolo[3,4-d]pyrimidin-1-yl)piperidin-1-yl)(pyridin-3-yl)methanone